(3R)-4-[5-fluoro-2-(1-fluoro-3-methyl-6-{1-[(3R)-2-methyl-6-(4-methylpiperazin-1-yl)hexan-3-yl]azetidin-3-yl}imidazo[1,5-a]pyridin-8-yl)benzoyl]-3-methylmorpholine FC=1C=CC(=C(C(=O)N2[C@@H](COCC2)C)C1)C=1C=2N(C=C(C1)C1CN(C1)[C@@H](C(C)C)CCCN1CCN(CC1)C)C(=NC2F)C